Cl[Pd-](C1=C(C=CC(=C1)Cl)C(C1=CC=C(C=C1)Cl)=NO)C1=C(C=CC(=C1)Cl)C(=NO)C1=CC=C(C=C1)Cl chlorobis[5-chloro-2-[(4-chlorophenyl)(oximino)methyl]phenyl]palladium (II)